7-(4-Methylpiperazin-1-yl)-2-(((tetrahydro-2H-pyran-4-yl)thio)methyl)quinazolin-4(3H)-one CN1CCN(CC1)C1=CC=C2C(NC(=NC2=C1)CSC1CCOCC1)=O